ClCNC chloromethyl-methyl-amine